Cl.N[C@@H]1CN(CCC1)C1=CC(=NC=C1C=1C=NN(C1)C1CCOCC1)NC1=NC(=C(C=C1)N)C1=C(C=CC=C1OC)F N2-(4-((S)-3-aminopiperidin-1-yl)-5-(1-(tetrahydro-2H-pyran-4-yl)-1H-pyrazol-4-yl)pyridin-2-yl)-6-(2-fluoro-6-methoxyphenyl)pyridin-2,5-diamine hydrochloride